4-Fluoro-5-cyano-2-(methylsulfonyl)-N-(tetrahydropyran-4-yl)benzamide FC1=CC(=C(C(=O)NC2CCOCC2)C=C1C#N)S(=O)(=O)C